CC([C@H](C(=O)O)NS(=O)(=O)C=1C=CC2=C(SC3=C2C=CC(=C3)NC(=O)NC3=CC=CC=C3)C1)C (R)-3-methyl-2-(7-(3-phenylureido)dibenzo[b,d]thiophene-3-sulfonamido)butanoic acid